N=1C=NN2C1C=CC(=C2)C2=CC(=NN2C2=NC(=CC=C2)C)CC(=O)NC2=CC(=CC=C2)F 5-([1,2,4]triazolo[1,5-a]pyridin-6-yl)-N-(3-fluorophenyl)-1-(6-methylpyridin-2-yl)-1H-pyrazole-3-carboxyamide